O=C1C=C(OC2=C(C(=CC=C12)N(C([O-])=O)C)N(C([O-])=O)C)C1=CC=CC=C1 4-oxo-2-phenyl-4H-chromen-7,8-diylbis(methyl carbamate)